C(C)(C)(C)OC(=O)[C@H]1CN(CCN1C1=NC=C(C=N1)C(=O)OCC)C=1N=CC2=C(N1)CCN(C2)C(=O)OC(C)(C)C tert-butyl (R)-2-(3-(tert-butoxycarbonyl)-4-(5-(ethoxycarbonyl) pyrimidin-2-yl) piperazin-1-yl)-7,8-dihydropyrido[4,3-d]pyrimidine-6(5H)-carboxylate